NC=1C=C(C(=NC1)N1N=NC=C1C(C)=O)C(F)F (1-(5-amino-3-(difluoromethyl)pyridin-2-yl)-1H-1,2,3-triazol-5-yl)ethan-1-one